C1(CC1)C(C(C=1OC2=C(N1)C=C(C=C2)CN2C(NC(C2)C(F)(F)F)=O)NC(=O)C2=NON=C2C)C2CC2 N-(2,2-dicyclopropyl-1-(5-((2-oxo-4-(trifluoromethyl)imidazolidin-1-yl)methyl)benzo[d]oxazol-2-yl)ethyl)-4-methyl-1,2,5-oxadiazole-3-carboxamide